CC1=NN=C(O1)[C@@H]1[C@@H](CC1)C=1NC(C2=C(N1)N(N=C2C#N)[C@H](C)C=2C=NC(=CC2)C(F)(F)F)=O 6-((1R,2S)-2-(5-methyl-1,3,4-oxadiazol-2-yl)cyclobutyl)-4-oxo-1-((R)-1-(6-(trifluoromethyl)-pyridin-3-yl)ethyl)-4,5-dihydro-1H-pyrazolo[3,4-d]pyrimidine-3-carbonitrile